FC(CC[Si](O[SiH](C)C)(O[SiH](C)C)O[SiH](C)C)(F)F trifluoropropyl-tris(dimethylsiloxy)silane